2'-(difluoromethyl)-6-(4,5-dimethyl-6-oxopyrimidine-1(6H)-yl)-5'-methoxy-[4,4'-bipyridine]-3-carboxylic acid benzyl ester C(C1=CC=CC=C1)OC(=O)C=1C=NC(=CC1C1=CC(=NC=C1OC)C(F)F)N1C=NC(=C(C1=O)C)C